CC([C@@H](C(=O)OC)NC1=CN=CS1)(C)C methyl (S)-3,3-dimethyl-2-(thiazol-5-ylamino)butanoate